6-bromo-N-(tert-butyl)-5-fluoro-3-methylpyridin-2-amine BrC1=C(C=C(C(=N1)NC(C)(C)C)C)F